S-[(7R,8R,9S,10R,S,14S,17R)-10,13-dimethyl-3,5'-dioxospiro[2,6,7,8,9,11,12,14,15,16-decahydro-1H-cyclopenta[a]phenanthrene-17,2'-oxolane]-7-yl] ethanethioate C(C)(S[C@@H]1CC2=CC(CC[C@@]2([C@H]2CC[C@]3([C@H]([C@H]12)CC[C@]31OC(CC1)=O)C)C)=O)=O